NC(C(=O)OCC)C1=C2N(C=N1)CCC2 ethyl 2-amino-2-(6,7-dihydro-5H-pyrrolo[1,2-c]imidazol-1-yl)acetate